5-((1-(3-(3-Methoxyazetidin-1-yl)prop-1-en-1-yl)-1H-indazol-6-yl)oxy)-5,6,7,8-tetrahydronaphthalene-2-carbonitrile COC1CN(C1)CC=CN1N=CC2=CC=C(C=C12)OC1C=2C=CC(=CC2CCC1)C#N